4h-pyrazolo[4,3-b]indole-7-carboxylate N1=NC=C2NC3=CC=C(CC3=C21)C(=O)[O-]